C(C1=CC=CC=C1)OC(=O)N1[C@@H](C[C@H](CC1)OC1=NC(=NC(=C1)O[C@@H](C)[C@H]1N(C[C@@H](C1)F)C(=O)OC(C)(C)C)C#N)CC#N (2R,4S)-4-({6-[(1S)-1-[(2S,4R)-1-[(tert-Butoxy)carbonyl]-4-fluoropyrrolidin-2-yl]ethoxy]-2-cyanopyrimidin-4-yl}oxy)-2-(cyanomethyl)piperidine-1-carboxylic acid benzyl ester